C(N)(OC(CC(C)C=C)(C)C)=O [but-3-en-2-yl]tert-butyl carbamate